C(C)N(S(=O)(=O)NC=1C(=C(C(=O)C2=CNC3=NC=C(C=C32)C3=CC=C(C=C3)N3CCN(CC3)C(=O)OC(C)(C)C)C=CC1)F)C tert-butyl 4-[4-[3-[3-[[ethyl(methyl)sulfamoyl]amino]-2-fluoro-benzoyl]-1H-pyrrolo[2,3-b]pyridin-5-yl]phenyl]piperazine-1-carboxylate